2-chloro-4,6-difluoroaniline ClC1=C(N)C(=CC(=C1)F)F